FC1C(=CC=C(C1(OC)C1=C(C=CC=C1)C#CC=1C=C2C(=NC1)N(N=C2OC)C(C2=CC=C(C=C2)OC)=O)F)NS(=O)(=O)C 2,4-Difluoro-3-(((3-methoxy-1-(4-methoxybenzoyl)-1H-pyrazolo[3,4-b]pyridin-5-yl)ethynyl)phenyl)-N-(3-methoxyphenyl)methanesulfonamide